2-{[(4-Cyclopropyl-2-methylpyridin-3-yl)methyl]sulfanyl}-3H,5H,6H,7H-cyclopenta[d]pyrimidin-4-one C1(CC1)C1=C(C(=NC=C1)C)CSC=1NC(C2=C(N1)CCC2)=O